N-((5-(5-(difluoromethyl)-1,3,4-oxadiazol-2-yl)thiazol-2-yl)methyl)-N-(1-(difluoromethyl)-1H-pyrazol-4-yl)ethanesulfonamide FC(C1=NN=C(O1)C1=CN=C(S1)CN(S(=O)(=O)CC)C=1C=NN(C1)C(F)F)F